CC1(CC2CCCCC2CC1)OC(=O)C1C2C3C4C=CC(C3C(C1)C2)C4 8-(2-methyldecahydronaphthalen-2-yloxycarbonyl)-tetracyclo[4.4.0.12,5.17,10]-3-dodecene